FC(OC1=CC=C(C=C1)N1N=C(C2=C1C(N(CC2)C2CCN(CC2)N2C(COCC2)=O)=O)C(F)(F)F)F 4-(4-(1-(4-(Difluoromethoxy)phenyl)-7-oxo-3-(trifluoromethyl)-4,5-dihydro-1H-pyrazolo[3,4-c]pyridin-6(7H)-yl)piperidin-1-yl)morpholin-3-one